C(CC#C)N1CCOC2(CN(C2)C(=O)OC(C)(C)C)C1 tert-butyl 8-but-3-ynyl-5-oxa-2,8-diazaspiro[3.5]nonane-2-carboxylate